N-[(5-chloro-2-methylphenyl)methyl]-1-(4-chlorophenyl)-5-oxopyrrolidine-3-carboxamide ClC=1C=CC(=C(C1)CNC(=O)C1CN(C(C1)=O)C1=CC=C(C=C1)Cl)C